CNC(=O)CCSSCCC(=O)NC N,N-dimethyl-3,3-dithiodipropionamide